1,4-difluoro-2-methyl-5-nitrobenzene FC1=C(C=C(C(=C1)[N+](=O)[O-])F)C